C1(CC1)COC1=CC=C(CC2=C(NC=3N(C2=O)N=C(C3N3CCCCC3)C3=CC=CC=C3)C)C=C1 6-(4-(cyclopropylmethoxy)benzyl)-5-methyl-2-phenyl-3-(piperidin-1-yl)pyrazolo[1,5-a]pyrimidin-7(4H)-one